6-methyl-2-(naphtho[1,2-b]furan-2-yl)imidazo[1,2-b]pyridazine CC=1C=CC=2N(N1)C=C(N2)C2=CC1=C(O2)C2=CC=CC=C2C=C1